N-(5-Cyclopropyl-4H-1,2,4-triazol-3-yl)-6-(1-isopropyl-1H-pyrazol-3-yl)-5-methyl-2-(1-methyl-1H-imidazol-2-yl)pyrrolo[2,1-f][1,2,4]triazin-4-amine C1(CC1)C=1NC(=NN1)NC1=NC(=NN2C1=C(C(=C2)C2=NN(C=C2)C(C)C)C)C=2N(C=CN2)C